N-BOC-1,2,3,4-tetrahydroquinoline C(=O)(OC(C)(C)C)N1CCCC2=CC=CC=C12